NC1=NC=2C=CC=CC2C2=C1N=C(N2CC(C)(O)C)CNCC 1-(4-amino-2-((ethylamino)methyl)-1H-imidazo[4,5-c]quinolin-1-yl)-2-methylpropan-2-ol